N-(1-naphthyl)-amine C1(=CC=CC2=CC=CC=C12)N